C(C)(C)C(C(=O)[O-])(CC)C ISOPROPYLMETHYLBUTYRAT